allyl-1-propenyl trisulphide C(C=C)SSSC=CC